FC1(CCN(CC1)C1=NC(=CC(=N1)N1N=CC(=N1)C1=C(C=C(C=C1)[N+](=O)[O-])N1CCC2(CC2)CC1)C)F 6-(2-(2-(2-(4,4-difluoropiperidin-1-yl)-6-methylpyrimidin-4-yl)-2H-1,2,3-triazol-4-yl)-5-nitrophenyl)-6-azaspiro[2.5]octane